C(#N)C1=CC(=CC=2N=C(OC21)C=2C(=C(C=CC2)C2=C(C(=CC=C2)C=2OC1=C(N2)C=C(C(=C1)OC(F)F)CN1[C@@H](CCC1)C(=O)O)C)C)CN1CC2(CC2(F)F)CC1 ((2-(3'-(7-cyano-5-((1,1-difluoro-5-azaspiro[2.4]heptan-5-yl)methyl)benzo[d]oxazol-2-yl)-2,2'-dimethyl-[1,1'-biphenyl]-3-yl)-6-(difluoromethoxy)benzo[d]oxazol-5-yl)methyl)-L-proline